N-(3-fluoro-1H-indol-6-yl)-4-(4-phenoxypiperidin-1-yl)-7-(trifluoromethyl)quinolin-2-amine FC1=CNC2=CC(=CC=C12)NC1=NC2=CC(=CC=C2C(=C1)N1CCC(CC1)OC1=CC=CC=C1)C(F)(F)F